C(C1=CC=CC=C1)OC=1C=2N(C(=CC1)CC(=O)NC(CCC(=O)OC(C)(C)C)(CCC(=O)OC(C)(C)C)CCC(=O)OC(C)(C)C)N=CN2 1,7-di-tert-butyl 4-{2-[8-(benzyloxy)-[1,2,4]triazolo[1,5-a]pyridin-5-yl]acetamido}-4-[3-(tert-butoxy)-3-oxopropyl]heptanedioate